3-(5-((4-(1H-pyrrolo[2,3-b]pyridin-3-yl)piperazin-1-yl)methyl)-1-oxoisoindolin-2-yl)piperidine-2,6-dione N1C=C(C=2C1=NC=CC2)N2CCN(CC2)CC=2C=C1CN(C(C1=CC2)=O)C2C(NC(CC2)=O)=O